C=C(C(C1=C(C(=C(C(=C1C)C)C)C)O)(C1=CC=CC=2NN=NC21)C2=CC=CC=1NN=NC12)CC methylenbis-benzotriazolyltetraMethylbutylphenol